6-bromo-N-(2-methoxyethyl)pyridin-3-amine BrC1=CC=C(C=N1)NCCOC